4-((R)-3-(((benzyloxy) carbonyl) amino) piperidin-1-yl)-5,6,7,8-tetrahydroquinazolin-7-ylmethanesulfonate C(C1=CC=CC=C1)OC(=O)N[C@H]1CN(CCC1)C1=NC=NC=2CC(CCC12)CS(=O)(=O)[O-]